2-oxo-1,2,3,4-tetrahydro-1,6-naphthyridine O=C1NC2=CC=NC=C2CC1